1-methyl-3-n-Propyl-imidazolium CN1C=[N+](C=C1)CCC